(1R,2S) and (1S,2R)-4-((4-bromo-1H-pyrazol-1-yl)methyl)-2-fluorocyclopentan-1-ol BrC=1C=NN(C1)CC1C[C@@H]([C@@H](C1)O)F |r|